1-(4-(1-(6-(4-(1,4-dimethyl-1H-pyrazol-5-yl)-1-piperidinyl)-3-ethynyl-2-(trifluoromethyl)-4-pyridinyl)-3-azetidinyl)-1-piperazinyl)-2-propen-1-one CN1N=CC(=C1C1CCN(CC1)C1=CC(=C(C(=N1)C(F)(F)F)C#C)N1CC(C1)N1CCN(CC1)C(C=C)=O)C